C(N)(=O)C=1C(=NN(C1)C1(C(CN(CC1)CC1=CC=C(C=C1)N1N=CC=N1)F)CC#N)NC(OCC)=O ethyl N-[4-carbamoyl-1-[4-(cyanomethyl)-3-fluoro-1-[[4-(triazol-2-yl)phenyl]methyl]-4-piperidyl]pyrazol-3-yl]carbamate